NC=1C(=C(C(=C(C1)CN(CC(F)F)C(=O)OC(C)(C)C)OC)Br)C(=O)C1=C(C=CC(=C1)F)Cl 2-methylpropan-2-yl [({5-amino-3-bromo-4-[(2-chloro-5-fluorophenyl)carbonyl]-2-methoxyphenyl}methyl)(2,2-difluoroethyl)amino]methanoate